(2,2,6,6-tetramethylheptane-3,5-dionate) iridium (III) [Ir+3].CC(C(=O)[O-])(C(CC(C(C)(C)C)=O)=O)C.CC(C(=O)[O-])(C(CC(C(C)(C)C)=O)=O)C.CC(C(=O)[O-])(C(CC(C(C)(C)C)=O)=O)C